1-[(4,4-difluorocyclohexyl)methyl]-3-methyl-4-(trifluoromethyl)-1H-pyrazole-5-carboxamide FC1(CCC(CC1)CN1N=C(C(=C1C(=O)N)C(F)(F)F)C)F